F[C@H]1[C@H](CNC1)CC(=O)N (3S,4S)-4-fluoropyrrolidin-3-ylacetamide